C(C)(C)(C)OC(=O)N1CC(CC=C1C1=C(C=CC=C1)F)C.C1(CC1)C=1N=NN(C1/C=C/C1CCNCC1)C1=C(C=CC=C1Cl)Cl (E)-4-(2-(4-cyclopropyl-1-(2,6-dichlorophenyl)-1H-1,2,3-triazol-5-yl)vinyl)piperidine tert-Butyl-6-(2-fluorophenyl)-3-methyl-3,4-dihydro-2H-pyridine-1-carboxylate